C(N)(=O)C=1C=C(C=CC1NC(=O)C1=CC2=CN(N=C2C(=C1)C)C)N(C1CCN(CC1)C(=O)OC(C)(C)C)C tert-butyl 4-((3-carbamoyl-4-(2,7-dimethyl-2H-indazole-5-carboxamido)phenyl)(methyl)amino)piperidine-1-carboxylate